2-(imidazol-4-yl)pyrimidin-4-amine N1C=NC(=C1)C1=NC=CC(=N1)N